[Si](C)(C)(C(C)(C)C)OC=1C(=C(C(=CC1)Cl)C1(CC(=CC=C1C1CCN(CC1)C)NC1=NC=C(C(=N1)OC)C(=O)N)C)C M-(3-((tert-butyldimethylsilyl)oxy)-6-chloro-2-methylphenyl)-4-methoxy-2-((3-methyl-4-(1-methylpiperidin-4-yl)phenyl)amino)pyrimidine-5-carboxamide